COC(C1=C(C=C(C=C1C)F)C#N)=O 2-Cyano-4-fluoro-6-methyl-benzoic acid methyl ester